3H-1,2,3,4-tetraazole N1=NNN=C1